2-phenyl-2-(anilino)acetonitrile C1(=CC=CC=C1)C(C#N)NC1=CC=CC=C1